tert-butyl (4-((2-(2-methoxyethoxy)-5-(trifluoromethoxy)benzyl)amino)cyclohexyl)carbamate COCCOC1=C(CNC2CCC(CC2)NC(OC(C)(C)C)=O)C=C(C=C1)OC(F)(F)F